BrC=1C=C(C=CC1)/C=C/C(=O)OC Methyl (E)-3-(3-bromophenyl)acrylate